NC1=C(C=CC=C1)NS(=O)(=O)C1=CC=C(C=C1)Cl N-(2-aminophenyl)-4-chlorobenzenesulfonamide